7-fluoro-1,4,4,9-tetramethyl-8-(3-prop-1-ynyl-1H-indol-7-yl)-5H-[1,2,4]triazolo[4,3-a]quinoxaline FC=1C=C2NC(C=3N(C2=C(C1C=1C=CC=C2C(=CNC12)C#CC)C)C(=NN3)C)(C)C